1,2-cyclohexanedicarboxylic acid hexyl octyl ester C(CCCCCCC)OC(=O)C1C(CCCC1)C(=O)OCCCCCC